4-[4-(6-fluoro-9-methylsulfonyloxy-1,5-dihydro-3H-2,4-benzodioxepin-3-yl)-2-thiazolyl]-1-[[5-methyl-3-(trifluoromethyl)-1H-pyrazol-1-yl]acetyl]piperidine FC1=CC=C(C=2COC(OCC21)C=2N=C(SC2)C2CCN(CC2)C(CN2N=C(C=C2C)C(F)(F)F)=O)OS(=O)(=O)C